P(O)(OCCCCCCCCCCCCC)OCCCCCCCCCCCCC hydrogen (ditridecyl) phosphite